(rac)-tert-Butyl 6-(3-bromo-5-fluorophenyl)-2-azaspiro[3.4]octane-2-carboxylate BrC=1C=C(C=C(C1)F)[C@H]1CC2(CN(C2)C(=O)OC(C)(C)C)CC1 |r|